CC(/C=C/B(O)O)(C)C [(E)-3,3-dimethylbut-1-enyl]boronic acid